N-(4-([1,4'-bipiperidin]-1'-ylmethyl)phenyl)-4-((4-bromophenyl)amino)benzamide N1(CCCCC1)C1CCN(CC1)CC1=CC=C(C=C1)NC(C1=CC=C(C=C1)NC1=CC=C(C=C1)Br)=O